3-{[(6-ethyl-1,2,3,4-tetrahydronaphthalen-1-yl)methyl]amino}pyridine-4-carboxylic acid methyl ester COC(=O)C1=C(C=NC=C1)NCC1CCCC2=CC(=CC=C12)CC